[1-(6-pyrrolidin-1-yl-pyridazin-4-yl)indazol-6-yl]thiacyclopentane 1,1-dioxide N1(CCCC1)C1=CC(=CN=N1)N1N=CC2=CC=C(C=C12)C1S(CCC1)(=O)=O